rac-(6-chloro-imidazo[1,5-a]pyridin-5-yl)-(1-phenyl-1H-pyrazol-3-yl)-methanol ClC=1C=CC=2N(C1[C@@H](O)C1=NN(C=C1)C1=CC=CC=C1)C=NC2 |r|